Methyl (4-(1-(1-(5-bromopyridin-2-yl)-3-hydroxypropyl)-1H-pyrazol-4-yl)phenyl)carbamate BrC=1C=CC(=NC1)C(CCO)N1N=CC(=C1)C1=CC=C(C=C1)NC(OC)=O